4-((2s,4r)-2-(aminomethyl)-5-chloro-2-phenyl-2,3-dihydrobenzofuran-4-yl)-6-(difluoromethoxy)-5-fluoronicotinamide NC[C@@]1(OC2=C(C1)C(=C(C=C2)Cl)C2=C(C(=NC=C2C(=O)N)OC(F)F)F)C2=CC=CC=C2